N-ethyl-5-(4-(piperazin-1-yl)phenyl)pentan-2,4-diamine C(C)NC(C)CC(CC1=CC=C(C=C1)N1CCNCC1)N